C(=O)(O)CCC(=O)C1=CC2=C(S1)C=C(C(=C2F)OCCCOC2=C(C1=C(SC(=C1)C(=O)[C@H]1[C@@H](C1)C(=O)O)C=C2OC)F)OC trans-2-(5-(3-((2-(3-carboxypropanoyl)-4-fluoro-6-methoxybenzo[b]thiophen-5-yl)oxy)propoxy)-4-fluoro-6-methoxybenzo[b]thiophene-2-carbonyl)cyclopropanecarboxylic acid